[Cl-].C[N+](CCCNCC(=C)C)(C)C N,N,N-trimethyl-3-(2-methylallylamino)-1-propanaminium chloride